C(#C)C1(CNC1)OC1=CC=C(C(=O)NC)C=C1 4-((3-ethynylazetidin-3-yl)oxy)-N-methylbenzamide